C(=O)NC(CCCN1CC(CC1)C1=CN(C2=CC=CC=C12)S(=O)(=O)C1=CC=C(C=C1)C)=O N-formyl-4-(3-(1-(4-methylbenzenesulfonyl)-1H-indol-3-yl)pyrrolidin-1-yl)butyramide